lithium (S,Z)-(2-((4-amino-5-fluoro-2-oxopyrimidin-1(2H)-yl)methylene)-1-((isobutyryloxy)methyl)cyclopropyl)methyl phosphate P(=O)(OC[C@@]1(\C(\C1)=C/N1C(N=C(C(=C1)F)N)=O)COC(C(C)C)=O)([O-])[O-].[Li+].[Li+]